[Li].BrC1=CC(=C(C=C1)C(CCCC)O)C1=NN=NN1 1-(4-Bromo-2-(1H-tetrazol-5-yl)phenyl)pentan-1-ol lithium salt